NC=1N=CC2=CC(=CC(=C2C1)NC1CCN(CC1)C(=O)OC(C)(C)C)C1=C(C=CC=C1C)F tert-butyl 4-[[3-amino-7-(2-fluoro-6-methyl-phenyl)-5-isoquinolyl]amino]piperidine-1-carboxylate